5-chloro-7-methyl-2-oxo-pyrano[3,2-C]pyridine-3-carboxylic acid ethyl ester C(C)OC(=O)C1=CC=2C(=NC(=CC2OC1=O)C)Cl